C1(=CC=CC=C1)C1=CC=C(S1)C=O 5-phenylthiofuran-2-carbaldehyde